C(CCCCC)N(C(CCCN)=O)CCCCCC N,N-dihexyl-4-aminobutyramide